NC=1N=C(SC1C(=O)C1=CC(=NO1)C(=O)NC1CC(CC1)(F)F)N(C1=CC=C(C=C1)F)C(C(=O)N)C 5-[4-Amino-2-(N-(2-amino-1-methyl-2-oxoethyl)-4-fluoroanilino)thiazol-5-carbonyl]-N-(3,3-difluorocyclopentyl)isoxazol-3-carboxamid